N-(5-((2-(4-acetylpiperazin-1-yl)ethyl)carbamoyl)-2-methylpyridin-3-yl)-2-(1-methyl-1H-pyrazol-4-yl)pyrazolo[5,1-b]thiazole-7-carboxamide C(C)(=O)N1CCN(CC1)CCNC(=O)C=1C=C(C(=NC1)C)NC(=O)C=1C=NN2C1SC(=C2)C=2C=NN(C2)C